FC1=C(C=C(C(=C1)C1=NC(=CC=C1)OCC1=CN(C(C=C1)=O)C)F)CC=1N(C2=C(N1)C(=CC(=C2)C(=O)OC)OCCOC)C[C@H]2OCC2 methyl 2-[[2,5-difluoro-4-[6-[(1-methyl-6-oxo-3-pyridyl)methoxy]-2-pyridyl]phenyl]methyl]-7-(2-methoxyethoxy)-3-[[(2S)-oxetan-2-yl]methyl]benzimidazole-5-carboxylate